C(C)(C)C1=C(C(=CC=C1)C(C)C)N1C(N(C=C1)C1=C(C=CC=C1C(C)C)C(C)C)=[Pd-3](C1=NC=CC=C1Cl)(Cl)Cl [1,3-bis(2,6-diisopropylphenyl)imidazol-2-ylidene](3-chloropyridinyl)palladium (II) dichloride